NCCOCCN di(aminoethyl) ether